OC1=CC(=C(C(=O)O[C@H]2[C@@H](OC3=CC(=CC(=C3C2)O)O)C2=CC(=C(C(=C2)O)O)O)C=C1O)C(F)(F)F (2S,3R)-5,7-dihydroxy-2-(3,4,5-trihydroxyphenyl)chroman-3-yl 4,5-dihydroxy-2-(trifluoromethyl)benzoate